COC(C1(CO1)C1=CC=C(C=C1)OC)=O (2R,3S)-p-methoxyphenyl-glycidic acid methyl ester